ClC=1C=CC2=C(C=C(S2)S(=O)(=O)NC2=C(C=CC=C2)C#CC2=CC=C(C(=O)O)C=C2)C1 4-{2-[2-(5-chloro-1-benzothiophene-2-sulfonamido)phenyl]ethynyl}benzoic acid